nickel bis(phosphine) oxalate C(C(=O)[O-])(=O)[O-].P.P.[Ni+2]